2-(2'-hydroxy-5'-tertiary octyl-phenyl)benzotriazole OC1=C(C=C(C=C1)C(C)(C)CC(C)(C)C)N1N=C2C(=N1)C=CC=C2